l-3-Hydroxy-butyrate OC(CC(=O)[O-])C